2,3-diaminopyridine hydrochloride Cl.NC1=NC=CC=C1N